benzyl (R)-2-((2R,3R)-3-(4-fluorophenyl)oxiran-2-yl)pyrrolidine-1-carboxylate FC1=CC=C(C=C1)[C@@H]1[C@H](O1)[C@@H]1N(CCC1)C(=O)OCC1=CC=CC=C1